O=N[C@@H](CC(C)C)C(=O)O KETOLEUCINE